Isopropyl (1S,3S)-3-((3-methyl-5-(1-methyl-5-(((tetrahydro-2H-pyran-2-yl)oxy)methyl)-1H-1,2,3-triazol-4-yl)pyrazin-2-yl)oxy)cyclohexane-1-carboxylate CC=1C(=NC=C(N1)C=1N=NN(C1COC1OCCCC1)C)O[C@@H]1C[C@H](CCC1)C(=O)OC(C)C